C(C)(C)(C)OCC1C(N(C(C(N1CC)=O)C)CC)=O (tert-Butoxymethyl)-1,4-diethyl-6-methylpiperazine-2,5-dione